O1COC2=C1C=CC(=C2)CC(C)N(C(OC2CCN(CC2)C)=O)C (1-methyl-4-piperidyl) N-[2-(1,3-benzodioxol-5-yl)-1-methyl-ethyl]-N-methyl-carbamate